NC/C=C/CNC(OCCCC)=O butyl trans-(4-amino-2-butenyl)carbamate